OC(=O)C(F)(F)F.N1CCC(CC1)C1=CC=C(OC2C(NC(CC2)=O)=O)C=C1 3-[4-(4-piperidinyl)phenoxy]piperidine-2,6-dione TFA salt